3-[[4-hydroxy-1-[(3R,4R)-1-[4-methyl-2-(6-methyl-3-pyridyl)thiazole-5-carbonyl]-3-phenyl-piperidine-4-carbonyl]-4-piperidinyl]methyl]-7,8-dihydro-6H-pyrimido[5,4-b]pyrrolizin-4-one OC1(CCN(CC1)C(=O)[C@H]1[C@@H](CN(CC1)C(=O)C1=C(N=C(S1)C=1C=NC(=CC1)C)C)C1=CC=CC=C1)CN1C=NC2=C(C=C3CCCN23)C1=O